C(#N)C(CNC1=NN2C(C(=N1)OC)=C(C(=C2)F)C2=CC=1N(C=C2)N=CC1C(=O)NC)(C)C 5-(2-((2-cyano-2-methylpropyl)amino)-6-fluoro-4-methoxypyrrolo[2,1-f][1,2,4]triazin-5-yl)-N-methylpyrazolo[1,5-a]pyridine-3-carboxamide